C(=O)(O)C1=CC=C(C=C1)C1=CC=C(C=2N(CN(C21)C)C)C2=CC=C(C=C2)C(=O)O 4,7-bis(4-carboxyphenyl)-1,3-dimethyl-benzoimidazole